COCC=1C=C(C=O)C=CC1OCC1CCN(CC1)S(=O)(=O)C 3-(Methoxy-methyl)-4-((1-(methylsulfonyl)-piperidin-4-yl)methoxy)benzaldehyde